N-[4-(3-chloro-4-cyano-phenoxy)cyclohexyl]-6-[4-[[4-[4-(1-hydroxy-1-methyl-ethyl)-2-(1-methyl-6-oxo-3-pyridyl)phenoxy]phenoxy]methyl]-1-piperidyl]pyridazine-3-carboxamide ClC=1C=C(OC2CCC(CC2)NC(=O)C=2N=NC(=CC2)N2CCC(CC2)COC2=CC=C(C=C2)OC2=C(C=C(C=C2)C(C)(C)O)C2=CN(C(C=C2)=O)C)C=CC1C#N